ortho-biphenyl C1(=CC=CC=C1)C1=CC=CC=C1